FC1=C(C=CC=C1C(C1COCC1)OC)B1OC(C(O1)(C)C)(C)C 2-(2-fluoro-3-(methoxy(tetrahydrofuran-3-yl)methyl)phenyl)-4,4,5,5-tetramethyl-1,3,2-dioxaborolane